ClC=1C=C(O[C@@H](C(=O)O)C)C=C(C1CC1=CC(=C(C=C1)O)C1=CC=C(C=C1)Cl)Cl (2R)-2-[3,5-dichloro-4-[[3-(4-chlorophenyl)-4-hydroxy-phenyl]methyl]phenoxy]propanoic acid